5-(2-((R or S)-3-((R or S)-ethoxy(phenyl)methyl)-3-(2-(thiophen-2-yl)ethyl)pyrrolidin-1-yl)propan-2-yl)-2-methylpyridine C(C)O[C@@H]([C@]1(CN(CC1)C(C)(C)C=1C=CC(=NC1)C)CCC=1SC=CC1)C1=CC=CC=C1 |o1:3,4|